4-(6-(6-(4-ethynyl-2,6-difluorobenzyl)-3,6-diazabicyclo[3.1.1]heptan-3-yl)pyridin-3-yl)-6-(1-methyl-1H-pyrazol-4-yl)pyrazolo[1,5-a]pyridine-3-carbonitrile C(#C)C1=CC(=C(CN2C3CN(CC2C3)C3=CC=C(C=N3)C=3C=2N(C=C(C3)C=3C=NN(C3)C)N=CC2C#N)C(=C1)F)F